6-((4-(2,6-dimethylmorpholino)phenyl)amino)-2-methyl-1H-indazol-3(2H)-one CC1OC(CN(C1)C1=CC=C(C=C1)NC1=CC=C2C(N(NC2=C1)C)=O)C